CC1=CC=NC(=C1)C=1OC=CN1 4-methyl-6-(oxazol-2-yl)pyridin